Cl.N1CC(C1)C1=NN2C(N(C3=C(C2=O)CN(C3=O)C(C)C)CC(=O)NC3=NC=C(C=C3)F)=C1 2-[2-(azetidin-3-yl)-5,8-dioxo-6-(propan-2-yl)-5,6,7,8-tetrahydro-4H-pyrazolo[1,5-a]pyrrolo[3,4-d]pyrimidin-4-yl]-N-(5-fluoropyridin-2-yl)acetamide hydrochloride